BrC=1C=C(C(N(C1)C(C)C1=CC=CC=C1)=O)C(=O)NC 5-bromo-N-methyl-2-oxo-1-(1-phenylethyl)-1,2-dihydropyridine-3-carboxamide